C12(CC3CC(CC(C1)C3)C2)CNC(=O)NC=2N=C(SC2)C#C 1-(adamantan-1-ylmethyl)-3-(2-ethynyl-thiazol-4-yl)urea